NC1=C2C(=NC=N1)N(N=C2C=2NC1=CC(=CC=C1C2Cl)C(=O)NCCCN(C)C)C(C)(C)C 2-(4-amino-1-tert-butyl-pyrazolo[3,4-d]pyrimidin-3-yl)-3-chloro-N-[3-(dimethylamino)propyl]-1H-indole-6-carboxamide